BrC=1C=C(C(=NC1)C1=CC=NC=2N1N=C(C2)C(F)(F)F)S(=O)(=O)CC 7-(5-bromo-3-(ethylsulfonyl)pyridin-2-yl)-2-(trifluoromethyl)pyrazolo[1,5-a]pyrimidine